CC1(NC2=CC=CC(=C2C=C1)C1CN(C1)C)C 2,2-dimethyl-5-(1-methylazetidin-3-yl)-1,2-dihydroquinoline